FC1=C2C(=CNC2=CC=C1OC)C(C(=O)N(C)C(C)C)=O 2-(4-fluoro-5-methoxy-1H-indol-3-yl)-N-isopropyl-N-methyl-2-oxoacetamide